C(\C=C/CCC)(=O)SCCNC(CCNC([C@@H](C(COP(OP(OC[C@@H]1[C@H]([C@H]([C@@H](O1)N1C=NC=2C(N)=NC=NC12)O)OP(=O)(O)O)(=O)O)(=O)O)(C)C)O)=O)=O cis-2-hexenoyl-CoA